CC1=NN=C(O1)NC(C1=C(C=CC=C1)OC1=CC(=C(C=C1)Cl)Cl)=O N-(5-methyl-1,3,4-oxadiazol-2-yl)-2-(3,4-dichlorophenoxy)benzamide